C(C)(C)(C)OC(=O)N1CC=2C(=NN3C2C(N(CC(C3)C(=O)O)C)=O)CC1 2-(tert-butoxycarbonyl)-10-methyl-11-oxo-2,3,4,7,8,9,10,11-octahydro-1H-pyrido[4',3':3,4]pyrazolo-[1,5-a][1,4]diazepine-8-carboxylic acid